C(C)(C)(C)[Si]1(N[Si](CC1)(C)C(C)(C)C)C 2,5-di-tert-butyl-2,5-dimethyl-1-aza-2,5-disilacyclopentane